N,N'-dimethyl-p-toluidine CC1=CC(=C(C=C1)NC)C